(S)-N-(7-((1-(ethylcarbamoyl)-3-hydroxyazetidin-3-yl)ethynyl)-5-methyl-4-oxo-2,3,4,5-tetrahydrobenzo[b][1,4]oxazepin-3-yl)-4-phenoxypicolinamide C(C)NC(=O)N1CC(C1)(O)C#CC1=CC2=C(OC[C@@H](C(N2C)=O)NC(C2=NC=CC(=C2)OC2=CC=CC=C2)=O)C=C1